7-bromo-3-tritylbenzo[d]oxazole-2(3H)-one BrC1=CC=CC=2N(C(OC21)=O)C(C2=CC=CC=C2)(C2=CC=CC=C2)C2=CC=CC=C2